N-(1-isopropylpiperidin-4-yl)-4-(3-phenylisooxazolidin-2-yl)-5-(trifluoromethyl)pyrimidine-2-amine C(C)(C)N1CCC(CC1)NC1=NC=C(C(=N1)N1OCCC1C1=CC=CC=C1)C(F)(F)F